C1(CC1)C=1N=CC2=C3C(=CC(=C2C1)S(NCC(C)C)(=O)=O)[C@@H](C[C@H]3NC3=CC=NC1=CC=CC=C31)NC(=O)C=3C=NC=CC3 |r| N-[Trans-(7RS,9RS)-3-cyclopropyl-5-(2-methylpropylsulfamoyl)-9-(chinolin-4-ylamino)-8,9-dihydro-7H-cyclopenta[h]isochinolin-7-yl]pyridin-3-carboxamid